(Z)-3-(4-(1-(m-tolyl)-1H-1,2,3-triazol-4-yl)benzylidene)indolin-2-one C1(=CC(=CC=C1)N1N=NC(=C1)C1=CC=C(\C=C\2/C(NC3=CC=CC=C23)=O)C=C1)C